C12(CC3CC(CC(C1)C3)C2)CNCC=2C(=C(C(=O)NO)C=CC2)F ((((adamantan-1-yl)methyl)amino)methyl)-2-fluoro-N-hydroxybenzamide